4-(1-((1r,4r)-4-methoxycyclohexyl)-2-(3-methylbenzyl)-1H-benzo[d]imidazol-5-yl)-3,5-dimethylisoxazole COC1CCC(CC1)N1C(=NC2=C1C=CC(=C2)C=2C(=NOC2C)C)CC2=CC(=CC=C2)C